C1(=CC=CC=C1)[C@@H]1CCC(O1)=O (S)-5-phenyldihydrofuran-2(3H)-one